2-(6-(1-oxa-6-azaspiro[3.4]oct-6-yl)pyrimidin-4-yl)-4-(1H-1,2,3-triazol-1-yl)-1,2-dihydro-3H-pyrazol-3-one O1CCC12CN(CC2)C2=CC(=NC=N2)N2NC=C(C2=O)N2N=NC=C2